γ-mercaptopropyltrisilane SCCC[SiH2][SiH2][SiH3]